C(CCCCCCCCCCCCC)N1CC(CCC1)C(=O)O N-n-tetradecyl-3-piperidinecarboxylic acid